C(C)(C)(C)OC(=O)NC1=C(C2=C(S1)C(=CC(=C2C2=C(C=C1C(=NC(=NC1=C2F)SC)N2CC1CCC(C2)N1C(=O)OC(C)(C)C)Cl)F)F)C#N Tert-butyl 3-(7-(2-((tert-butoxycarbonyl)amino)-3-cyano-5,7-difluorobenzo[b]thiophen-4-yl)-6-chloro-8-fluoro-2-(methylthio)quinazolin-4-yl)-3,8-diazabicyclo[3.2.1]octane-8-carboxylate